2-(1-cyano-1-methyl-ethyl)azo-2-methyl-propionitrile C(#N)C(C)(C)N=NC(C#N)(C)C